7-chloro-N-(5-chloro-3-fluoro-6-methoxypyridin-2-yl)-6-methoxy-1H-indole-3-sulfonamide ClC=1C(=CC=C2C(=CNC12)S(=O)(=O)NC1=NC(=C(C=C1F)Cl)OC)OC